(((5-(difluoromethoxy)-3-(cyclopropyl)-1-methyl-1H-pyrazol-4-yl)methyl)sulfonyl)-5,5-dimethyl-4,5-dihydroisoxazole FC(OC1=C(C(=NN1C)C1CC1)CS(=O)(=O)C1=NOC(C1)(C)C)F